1-(4-(2-(4-chlorophenyl)but-3-yn-2-yl)thiazol-2-yl)-3-(1-hydroxy-2-methylpropan-2-yl)urea ClC1=CC=C(C=C1)C(C)(C#C)C=1N=C(SC1)NC(=O)NC(CO)(C)C